C(C)N1C(=NC=2N(C(N(C(C12)=O)C)=O)C)S(=O)(=O)CCC 7-ethyl-1,3-dimethyl-8-(propylsulfonyl)-1H-purine-2,6(3H,7H)-dione